CC(C(CCCC)C)N 1,2-dimethylhexylamine